(1R)-2-allyl-6-(1-aminoethyl)-4-fluorophenol C(C=C)C1=C(C(=CC(=C1)F)[C@@H](C)N)O